methyl 4-[5-fluoro-1-(4-fluorophenyl)-2-isopropyl-4-(methoxymethoxy)-pyrrolo[2,3-c]pyridin-3-yl]benzoate FC=1C(=C2C(=CN1)N(C(=C2C2=CC=C(C(=O)OC)C=C2)C(C)C)C2=CC=C(C=C2)F)OCOC